C(C)(C)C1(C(C1C(=O)O)C(=O)O)C(=O)O 1-isopropylcyclopropane-1,2,3-tricarboxylic acid